((2S,4r,5S)-4-amino-5-hydroxytetrahydro-2H-pyran-2-yl)((S)-1-(4-fluorophenyl)-3,4-dihydroisoquinolin-2(1H)-yl)methanone N[C@@H]1C[C@H](OC[C@H]1O)C(=O)N1[C@H](C2=CC=CC=C2CC1)C1=CC=C(C=C1)F